(E)-2-(4-(diphenylamino)benzyl)-1-indenone C1(=CC=CC=C1)N(C1=CC=C(CC=2C(C3=CC=CC=C3C2)=O)C=C1)C1=CC=CC=C1